CC1=NC=NC(=C1C(=O)O)NC 4-methyl-6-(methylamino)pyrimidine-5-carboxylic acid